4,7-dibenzyl-6,7,8,9-tetrahydroimidazo[1,2-a]pyrido[3,4-e]pyrimidin-5(4H)-one C(C1=CC=CC=C1)N1C=2N(C3=C(C1=O)CN(CC3)CC3=CC=CC=C3)C=CN2